CC1=C(C(=O)NC(C)C2=CC=NC3=CC=CC=C23)C=C(C=C1)[N+](=O)[O-] 2-methyl-5-nitro-N-(1-(quinolin-4-yl)ethyl)benzamide